C1(=CC=CC=C1)OC(C=C)=O acrylic acid phenyl ester